NC1=NC=CC(=C1CN1CCCC1)OC1=C(C=C(C=C1)NC(=O)C=1C=NN(C1C(F)(F)F)C=1N=NC=CC1)F N-(4-((2-amino-3-(pyrrolidin-1-ylmethyl)pyridin-4-yl)oxy)-3-fluorophenyl)-1-(pyridazin-3-yl)-5-(trifluoromethyl)-1H-pyrazole-4-carboxamide